tert-Butyl 8-fluoro-1-(methylamino)-6-oxo-1,4,5,6-tetrahydrobenzo[c][1,7]naphthyridine-3(2H)-carboxylate FC=1C=CC2=C(C(NC=3CN(CC(C23)NC)C(=O)OC(C)(C)C)=O)C1